1-piperazineethanol N1(CCNCC1)CCO